azepan-3-yl 6-[5-(6-methyl-2-pyridyl)-1H-imidazol-4-yl]quinoline-3-carboxylate CC1=CC=CC(=N1)C1=C(N=CN1)C=1C=C2C=C(C=NC2=CC1)C(=O)OC1CNCCCC1